C(C)N1N=CC2=C1CN(C2)C(=O)C=2NC1=C(C(=CC(=C1C2)C=2C=NC(=CC2CC)C)C=2CN(CCC2)C(=O)OC(C)(C)C)F 1-Tert-butyl 3-(2-(1-ethyl-1,4,5,6-tetrahydropyrrolo[3,4-c]pyrazole-5-carbonyl)-4-(4-ethyl-6-methylpyridin-3-yl)-7-fluoro-1H-indol-6-yl)-5,6-dihydropyridine-1(2H)-carboxylate